5-bromo-2-ethyl-7-methoxy-isoindoline BrC=1C=C2CN(CC2=C(C1)OC)CC